1-(5-(4-((R)-2-((tert-butyldimethylsilyl)oxy)propoxy)-6-((S)-3-methoxytetrahydrofuran-3-yl)pyridin-2-yl)-7-methylpyrrolo[1,2-c]pyrimidin-3-yl)urea [Si](C)(C)(C(C)(C)C)O[C@@H](COC1=CC(=NC(=C1)[C@@]1(COCC1)OC)C=1C=C(N2C=NC(=CC21)NC(=O)N)C)C